CC(C)(C(C)(O)C)O 2,3-dimethyl-butane-2,3-diol